1,1-diethoxy-(2E,6Z)-2,6-nonadiene C(C)OC(\C=C\CC\C=C/CC)OCC